ClC1=NC(=CC=C1C(=O)NS(=O)(=O)C1=NN(C=C1)CCCC1CC(N(C1)C(=O)OC(C)(C)C)(C)C)N1N=C(C=C1)OCCC1C2(C13CC3)CC2 tert-Butyl 4-[3-[3-[[2-chloro-6-[3-(2-dispiro[2.0.2.1]heptan-7-ylethoxy)pyrazol-1-yl]pyridine-3-carbonyl] sulfamoyl]pyrazol-1-yl]propyl]-2,2-dimethyl-pyrrolidine-1-carboxylate